1-((8-((2,2',4'-trimethyl-3'-(3-morpholinopropoxy)-[1,1'-biphenyl]-3-yl)amino)-1,7-naphthyridin-3-yl)methyl)piperidine-2-acetic acid CC1=C(C=CC=C1NC=1N=CC=C2C=C(C=NC12)CN1C(CCCC1)CC(=O)O)C1=C(C(=C(C=C1)C)OCCCN1CCOCC1)C